3-(2-(5,6,7,8-tetrahydro-1,8-naphthyridin-2-yl)ethyl)azetidine-1-carboxylic acid tert-butyl ester C(C)(C)(C)OC(=O)N1CC(C1)CCC1=NC=2NCCCC2C=C1